C(CCCCC=CCCCC=CCCCCCCCC)(=O)O 6,11-eicosadienoic acid